C1[C@H]([C@@H]([C@H](C(O1)C(=O)[C@@H]([C@H]([C@@H]([C@@H](CO)O)O)O)O)O)O)O xylosyl-glucose